[C@H]12CNC[C@H](CC1)N2C2=NC(=NC1=C(C(=CC=C21)C2=CC(=CC1=CC=C(C(=C21)CC)F)O)F)OC[C@]21CCCN1C[C@@H](C2)F 4-(4-((1R,5S)-3,8-diazabicyclo[3.2.1]octan-8-yl)-8-fluoro-2-(((2R,7aS)-2-fluorotetrahydro-1H-pyrrolizin-7a(5H)-yl)methoxy)quinazolin-7-yl)-5-ethyl-6-fluoronaphthalen-2-ol